ClC1=C(C=C(OCC(=O)NC23[C@H](CC(CC2)(CC3)NC(COC3=CC(=C(C=C3)Cl)OC)=O)O)C=C1)F 2-(4-chloro-3-fluorophenoxy)-N-{(2S)-4-[2-(4-chloro-3-methoxyphenoxy)acetamido]-2-hydroxybicyclo[2.2.2]octan-1-yl}acetamide